BENZOPYRROL N1C=CC2=C1C=CC=C2